C(#N)C1=NC2=CC(=CC(=C2N=C1N1CC2C(C(C1)C2)(C)O)[C@@H](C)NC2=C(C(=O)O)C=CC=C2)C 2-(((1R)-1-(2-cyano-3-(6-hydroxy-6-methyl-3-azabicyclo[3.1.1]heptan-3-yl)-7-methylquinoxalin-5-yl)ethyl)-amino)benzoic acid